OC=1C=C(C#N)C=CC1C1=CC2=C(N=N1)N(C=C2)CC2CCN(CC2)C 3-Hydroxy-4-{7-[(1-methylpiperidin-4-yl)methyl]-7H-pyrrolo[2,3-c]pyridazin-3-yl}benzonitrile